OC[C@@H]1CN(CC1)C(=O)OC(C)(C)C t-butyl (S)-3-(hydroxymethyl)pyrrolidine-1-carboxylate